C12CN(CC2C1)C1=CC=C(C(=N1)C=O)CN1N=CC(=C1)C(=O)OCC ethyl 1-[(6-{3-azabicyclo[3.1.0]-hex-3-yl}-2-formylpyridin-3-yl) methyl]-1H-pyrazole-4-carboxylate